BrN1C(C=CC2=CC=CC=C12)CCCN 1-bromoquinolinepropylamine